N,N'-bis(3-Phenylpropanoyl)guanidin C1(=CC=CC=C1)CCC(=O)NC(=N)NC(CCC1=CC=CC=C1)=O